2-((4-((4-cyclopropylnaphthalen-1-yl)amino)-6,7-dimethoxyQuinazolin-2-yl)thio)-2-methylpropanoic acid methyl ester COC(C(C)(C)SC1=NC2=CC(=C(C=C2C(=N1)NC1=CC=C(C2=CC=CC=C12)C1CC1)OC)OC)=O